FC=1C(=NC(=NC1)NC=1C(=NN(C1)C)OC)C1=CNC2=C(C=CC=C12)NC(=O)[C@H]1N(CCC1)S(=O)(=O)CC (S)-N-(3-(5-fluoro-2-((3-methoxy-1-methyl-1H-pyrazol-4-yl)amino)pyrimidin-4-yl)-1H-indol-7-yl)-1-(ethanesulfonyl)pyrrolidine-2-carboxamide